The molecule is an amino trisaccharide consisting of two D-galactose residues, linked alpha(1->3), and an N-acetyl-D-glucosamine residue, linked beta(1->4), at the reducing end. It has a role as an allergen. It is an amino trisaccharide and a glucosamine oligosaccharide. CC(=O)N[C@@H]1[C@H]([C@@H]([C@H](OC1O)CO)O[C@H]2[C@@H]([C@H]([C@H]([C@H](O2)CO)O)O[C@@H]3[C@@H]([C@H]([C@H]([C@H](O3)CO)O)O)O)O)O